C(C1=CC=CC=C1)OC=1C=C(C=CC1OC)C=1C(=CC=NC1)C1=CC(=C(C=C1)C#N)F 5-(3-(benzyloxy)-4-methoxyphenyl)-4-(4-cyano-3-fluorophenyl)pyridine